FC(CN1C(=NC=2C1=NC(=CN2)C2=CNC=1N=C(N=CC12)NC1CC(C1)(C)NC(C)=O)C)F N-((1r,3r)-3-((5-(1-(2,2-difluoroethyl)-2-methyl-1H-imidazo[4,5-b]pyrazin-6-yl)-7H-pyrrolo[2,3-d]pyrimidin-2-yl)amino)-1-methylcyclobutyl)acetamide